C[C@H]1CN2C=3C(=C(SC3C(N1)=O)C=1C=NNC1)OCC2 (S)-7-methyl-2-(1H-pyrazol-4-yl)-4,5,7,8-tetrahydro-3-oxa-1-thia-5a,8-diazabenzo[cd]azulen-9(6H)-one